C1(CC1)C[C@@H](C(=O)OCCC1=CC=CC=C1)NC(C[C@H]1N(C(CC1)=O)CC1=C(C(=CC=C1)F)F)=O Phenethyl (S)-3-cyclopropyl-2-(2-((S)-1-(2,3-difluorobenzyl)-5-oxopyrrolidin-2-yl)acetamido)propanoate